1H-pyrrole-2-amide N1C(=CC=C1)C(=O)N